CN(CCCCNC=1SC(=C(N1)C(=O)OC)CCCOC1=C(C=C(C=C1)I)F)C methyl 2-[4-(dimethylamino)butylamino]-5-[3-(2-fluoro-4-iodo-phenoxy)propyl]thiazole-4-carboxylate